1-Methylpiperidin-3-yl 2-(5-(1-(3,5-Difluorophenyl)ethoxy)-1H-Indazol-3-yl)-4,6-Dihydropyrrolo[3,4-d]imidazol-5(1H)-Carboxylat FC=1C=C(C=C(C1)F)C(C)OC=1C=C2C(=NNC2=CC1)C1=NC2=C(N1)CN(C2)C(=O)OC2CN(CCC2)C